BrC1=CC2=C(N(C(N2C)=O)CCN(C)C)C=C1 5-bromo-1-(2-(dimethylamino)ethyl)-3-methyl-1,3-dihydro-2H-benzo[d]imidazol-2-one